(cyclopentadienyl)dimethyl-dimethylphenylsilylmethyl-platinum C1(C=CC=C1)[Pt](C[Si](C1=CC=CC=C1)(C)C)(C)C